N[C@@H]1[C@H](CCCCC1)C1=C(C2=NC(=CC(=C2S1)NCC=1SC=CC1)Cl)Cl 2-((1s,2s)-2-aminocycloheptyl)-3,5-dichloro-N-(thiophen-2-ylmethyl)thieno[3,2-b]pyridin-7-amine